F[C@H]1C[C@H](N(C1)C(CN1C[C@H](CC1)OC1=CC=NC2=CC=C(C=C12)OC)=O)C#N (2S,4S)-4-fluoro-1-(2-[(3S)-3-[(6-methoxy-4-quinolyl)oxy]pyrrolidin-1-yl]acetyl)pyrrolidine-2-carbonitrile